C(OC(CC#C)C1=CC=C(C=C1)NC([C@H](CCCNC(N)=O)NC([C@H](C(C)C)NC(=O)OCC1C2=CC=CC=C2C=2C=CC=CC12)=O)=O)(OC1=CC=C(C=C1)[N+](=O)[O-])=O 1-{4-[(2S)-5-(carbamoylamino)-2-[(2S)-2-({[(9H-fluoren-9-yl)methoxy]carbonyl}amino)-3-methyl butanamido]pentanamido]phenyl}but-3-yn-1-yl 4-nitrophenyl carbonate